2-[4-(3-methylpyrrolidin-1-yl)-5H,6H,7H-cyclopenta[d]pyrimidin-2-yl]pyridine CC1CN(CC1)C=1C2=C(N=C(N1)C1=NC=CC=C1)CCC2